C(C)OC(=O)C1=CC=C(C=C1)B(O)O 4-ETHOXYCARBONYLPHENYLBORONIC ACID